NC1=C(C(=O)OC)C=CC(=N1)Br methyl 2-amino-bromonicotinate